2-[4-(dihydroxyphosphoryl)-2-oxabutyl]-acrylic acid OP(=O)(O)CCOCC(C(=O)O)=C